FC1=C(OC2=CC(=NC=C2)C(=O)N[C@@H]2C(N(C3=C(OC2)C=CC(=C3)C#CC(C)(C)O)C)=O)C=CC=C1 (S)-4-(2-fluorophenoxy)-N-(7-(3-hydroxy-3-methylbut-1-yn-1-yl)-5-methyl-4-oxo-2,3,4,5-tetrahydrobenzo[b][1,4]oxazepin-3-yl)pyridineamide